(R)-N-(3-chloro-2-fluorophenyl)-7-((1,2-dimethylpyrrolidin-2-yl)ethynyl)-6-nitroquinazolin-4-amine ClC=1C(=C(C=CC1)NC1=NC=NC2=CC(=C(C=C12)[N+](=O)[O-])C#C[C@@]1(N(CCC1)C)C)F